CN1NC(C=C1C1=NC(=NO1)C1(CC1)C1=CC(=CC=C1)C(F)(F)F)O 1-methyl-5-(3-(1-(3-(trifluoromethyl)phenyl)cyclopropyl)-1,2,4-oxadiazol-5-yl)-2,3-dihydro-1H-pyrazol-3-ol